C(C)(C)(C)C1(CC=C(C=C1C(C)(C)C)C)O 1,6-di-tert-butyl-4-methylphenol